4-(5-(3-((2-(3-carboxypropanoyl)-4-fluoro-6-methoxybenzo[b]thiophen-5-yl)oxy)propoxy)-6-methoxythieno[3,2-b]pyridin-2-yl)-4-oxobutanoic acid C(=O)(O)CCC(=O)C1=CC2=C(S1)C=C(C(=C2F)OCCCOC2=C(C=C1C(=N2)C=C(S1)C(CCC(=O)O)=O)OC)OC